3-carboxy-4-hydroxyphenyl sulfate S(=O)(=O)(OC1=CC(=C(C=C1)O)C(=O)O)[O-]